C(CCCCC)(=O)OC\C=C\CCC (E)-2-Hexenyl hexanoate